N[C@H](C(C(=O)NO)=O)CCC(=O)NO (3S)-3-amino-N,N'-dihydroxy-2-oxohexanediamide